5-bromo-4,6-dichloro-1H-benzo[d]imidazol BrC1=C(C2=C(NC=N2)C=C1Cl)Cl